9-(2-bromophenyl)-3-methyl-16-thia-2,4,5,8-tetraazatetracyclo[8.6.0.02,6.011,15]Hexadeca-1(10),3,5,8,11(15)-pentaene-13-carboxylic acid methyl ester COC(=O)C1CC=2C=3C(=NCC4=NN=C(N4C3SC2C1)C)C1=C(C=CC=C1)Br